2-Chloroterephthalic acid chloride ClC1=C(C(=O)Cl)C=CC(=C1)C(=O)Cl